[C@@]12(CCC[C@@H]2C1)NCC1=CC(=C2CN(C(C2=C1)=O)C1=CC(=CC=C1)C1(CC(C1)OC)C1=NN=CN1C)C(F)(F)F 6-(((1R,5R)-bicyclo[3.1.0]hexan-1-ylamino)methyl)-2-(3-((1r,3R)-3-methoxy-1-(4-methyl-4H-1,2,4-triazol-3-yl)cyclobutyl)phenyl)-4-(trifluoromethyl)isoindolin-1-one